[Si](C)(C)(C(C)(C)C)OCCN1N=C(C2=CC=C(C=C12)C=1C=NN(C1)C1OCCCC1)I 1-(2-((tert-butyldimethylsilyl)oxy)ethyl)-3-iodo-6-(1-(tetrahydro-2H-pyran-2-yl)-1H-pyrazol-4-yl)-1H-indazole